(R)-10-((5-chloro-2-(4,4-difluoropiperidin-1-yl)pyrimidin-4-yl)amino)-2-cyclopropyl-7-methyl-1,2,3,4-tetrahydro-[1,4]oxazepino[2,3-c]quinolin-6(7H)-one ClC=1C(=NC(=NC1)N1CCC(CC1)(F)F)NC1=CC=2C3=C(C(N(C2C=C1)C)=O)OCC[C@@H](N3)C3CC3